7-isopropyl-3-(4-(methylsulfonyl)phenyl)-1H-indole-2-carboxylic acid C(C)(C)C=1C=CC=C2C(=C(NC12)C(=O)O)C1=CC=C(C=C1)S(=O)(=O)C